(cyano)amine C(#N)N